(S)-N-((S)-(3-chloro-2,4-difluorophenyl)((1r,3S)-3-(trifluoromethyl)cyclobutyl)methyl)-3-oxo-2-(trifluoromethyl)piperazine-1-carboxamide ClC=1C(=C(C=CC1F)[C@@H](NC(=O)N1[C@@H](C(NCC1)=O)C(F)(F)F)C1CC(C1)C(F)(F)F)F